(p-nitrophenyl)-ethylene [N+](=O)([O-])C1=CC=C(C=C1)C=C